FC1=C(C=CC(=C1)F)N1N=CC=2C1=NC=NC2N2[C@@H]1C(N(CCCNC3=CC=CC=C3C=3C=CC=C(N[C@H](C2)C1)N3)C)=O (14S,17S)-15-[1-(2,4-difluorophenyl)pyrazolo[3,4-d]pyrimidin-4-yl]-12-methyl-8,12,15,18,23-pentazatetracyclo[17.3.1.114,17.02,7]tetracosa-1(23),2,4,6,19,21-hexaen-13-one